C(CC1=CC=CC=C1)C1=NN=C(S1)NC(C1=C(N=CC=C1)C(F)(F)F)=O N-(5-phenethyl-1,3,4-thiadiazol-2-yl)-2-(trifluoromethyl)nicotinamide